ClC1=C(C=CC=2C3=C(NC12)CCN(C3)C(=O)C3=NC=C(C=N3)N3C[C@@H](CC3)O)Cl (R)-(6,7-dichloro-1,3,4,5-tetrahydro-2H-pyrido[4,3-b]indol-2-yl)(5-(3-hydroxypyrrolidin-1-yl)pyrimidin-2-yl)methanone